(R)-benzyl 2-(((benzyloxy)carbonyl)amino)-3-(3-(3-ethylpyrazin-2-yl)-5-fluorobenzamido)propanoate C(C1=CC=CC=C1)OC(=O)N[C@@H](C(=O)OCC1=CC=CC=C1)CNC(C1=CC(=CC(=C1)F)C1=NC=CN=C1CC)=O